5-(2,5-dimethoxy-4-(trifluoromethyl)phenyl)-2-methylpiperidine-1-carboxylic acid tert-butyl ester C(C)(C)(C)OC(=O)N1C(CCC(C1)C1=C(C=C(C(=C1)OC)C(F)(F)F)OC)C